BrC=1C=NN2C1N=C(N=C2NCC2=NC1=C(N2)C=CC(=C1)OC)N1CCOCC1 8-bromo-N-[(5-methoxy-1H-benzimidazol-2-yl)methyl]-2-(morpholin-4-yl)pyrazolo[1,5-a][1,3,5]triazin-4-amine